2,1λ6-benzoxathiole-1,1(3H)-dione S1(OCC2=C1C=CC=C2)(=O)=O